C(C)[N+]1=CC=CC2=CC=CC=C12.C[N+]1=CC=CC2=CC=CC=C12 methylquinolinium, ethylquinolinium salt